C(C)N(CC)CCN(CCOC(OC(CCCCCCCCCC(=O)OOC(CC)CC)CCCCCC)=O)CCO 3-pentyloxy 3-ethyl-12-hexyl-6-(2-hydroxyethyl)-10-oxo-9,11-dioxa-3,6-diazaheneicosane-21-carboxylate